fluorobenzo[B]thiophene-3-carbonitrile FC1=C(C2=C(S1)C=CC=C2)C#N